iron ethylmalate C(C)OC(C(O)CC(=O)[O-])=O.[Fe+2].C(C)OC(C(O)CC(=O)[O-])=O